C(C1=CC=CC=C1)N([C@@H](CC(=O)OCC)C=1C=C(C(=CC1)F)C1=C(C=CC=C1)C)[C@H](C)C1=CC=CC=C1 ethyl (S)-3-(benzyl((R)-1-phenylethyl)amino)-3-(6-fluoro-2'-methylbiphenyl-3-yl)propanoate